COC(=O)N1CC(C1)C1=NC(=NO1)C1=C(C(=C(C(=C1)F)C)NC(=O)C1=CN=C2N1C=C(C=C2)N2CCOCC2)F 3-(3-(2,5-difluoro-4-methyl-3-(6-morpholinoimidazo[1,2-a]pyridine-3-carboxamido)phenyl)-1,2,4-oxadiazol-5-yl)azetidine-1-carboxylic acid methyl ester